N1(NC1)CCCC 1,2-diaziridinylbutane